dimorpholinylspiro[isoindoline-1,9'-xanthen]-3-one N1(CCOCC1)C1=C(C=2C3(C4=CC=CC=C4OC2C=C1)NC(C1=CC=CC=C13)=O)N1CCOCC1